ethyl 2-(4-(difluoromethoxy)-3-(pyridin-2-yl)phenyl)-4-methyloxazole-5-carboxylate FC(OC1=C(C=C(C=C1)C=1OC(=C(N1)C)C(=O)OCC)C1=NC=CC=C1)F